S1C=NC2=C1C=CC(=C2)CN(C(C(=O)OC)=O)C(C)C2=CC=NC=C2 methyl 2-((benzo[d]thiazol-5-ylmethyl)(1-(pyridin-4-yl)ethyl)amino)-2-oxoacetate